FC1(CCC(CC1)NC1=NC(=NC(=C1)COC)N1N=C(C=C1)C(F)(F)F)F N-(4,4-difluorocyclohexyl)-6-(methoxymethyl)-2-(3-(trifluoromethyl)-1H-pyrazol-1-yl)pyrimidin-4-amine